C1(=CC=C(C=C1)S(=O)(=O)NC1=C(C=CC=C1)C#CC1=CC=C(C(=O)O)C=C1)C1=CC=CC=C1 4-[2-(2-{[1,1'-biphenyl]-4-sulfonamido}phenyl)ethynyl]benzoic acid